3-(4-(1-((5,5-dimethyl-1,3-dioxan-2-yl)methyl)-1H-1,2,3-triazol-4-yl)-3-ethylphenyl)prop-2-yn-1-ol CC1(COC(OC1)CN1N=NC(=C1)C1=C(C=C(C=C1)C#CCO)CC)C